N(=[N+]=[N-])CCOCCOCCOCCOCCOC1=C2C=CC=C(C2=CC=C1)C1=CC=C(C=C1)[C@H](CC(=O)O)NC(CNC(CCCNC1=NC=CC(=C1)C)=O)=O (S)-3-(4-(5-((14-azido-3,6,9,12-tetraoxatetradecyl)oxy)naphthalen-1-yl)phenyl)-3-(2-(4-((4-methylpyridin-2-yl)amino)butanamido)acetamido)propanoic acid